FC1=CC=C(OCCN2N=NC(=C2C(=O)N[C@@H](C)C2=CC=C(C(=O)O)C=C2)C2=CC=CC=C2)C=C1 (S)-4-(1-(1-(2-(4-fluorophenoxy)ethyl)-4-phenyl-1h-1,2,3-triazole-5-carboxamido)ethyl)benzoic acid